(16Z)-N,N-dimethylpentacosan-16-en-8-ylamine CN(C)C(CCCCCCC)CCCCCCC\C=C/CCCCCCCC